CC1SC(OCC1)CCC (+/-)-4-Methyl-2-Propyl-1,3-Oxathiane